FC1=CC=C(OCC2=NN=CO2)C=C1 5-((4-fluorophenoxy)methyl)-1,3,4-oxadiazole